CC1=NC(=NC=C1O[C@@H]1C[C@H](CCC1)C(=O)OC(C)C)C=1C=NN(C1COC1OCCCC1)C Isopropyl (S,3S)-3-((4-methyl-2-(1-methyl-5-(((tetrahydro-2H-pyran-2-yl)oxy)methyl)-1H-pyrazol-4-yl)pyrimidin-5-yl)oxy)cyclohexane-1-carboxylate